C(C)(C)(C)C=1C=CC=2OC=3C=C(C=C4OC=5C=CC(=CC5B(C34)C2C1)C(C)(C)C)C1=C(C=C(C=C1)N1C2=CC=CC=C2C=2C=C3C(=CC12)C(C1=CC=CC=C13)(C)C)N1C3=CC=CC=C3C=3C=C2C(=CC13)C(C1=CC=CC=C12)(C)C 5,5'-(4-(2,12-di-tert-butyl-5,9-dioxa-13b-boranaphtho[3,2,1-de]anthracen-7-yl)-1,3-phenylene)bis(7,7-dimethyl-5,7-dihydroindeno[2,1-b]carbazole)